CN1C=NC=2C=NNC(C21)=O 3-methyl-3,5-dihydro-4H-imidazo[4,5-d]Pyridazin-4-one